OC(C)C=1C=CC=C2C(=CC(=NC12)N1CCOCC1)C#N 8-(1-hydroxyethyl)-2-(morpholin-4-yl)quinoline-4-carbonitrile